N-(6-([1,1'-biphenyl]-3-ylmethyl)-5-(2,2-difluoroacetyl)-5-azaspiro[2.4]heptan-7-yl)methanesulfonamide C1(=CC(=CC=C1)CC1N(CC2(CC2)C1NS(=O)(=O)C)C(C(F)F)=O)C1=CC=CC=C1